C1(=CC=CC=C1)C1=CC2=C(C3=CC=CC=C3C(=C2C=C1)C=1C=CC(=NC1)C1=NC=CC=C1)C=1C=CC(=NC1)C1=NC=CC=C1 5,5''-(2-phenylanthracene-9,10-diyl)di-2,2'-bipyridine